CCC(CC)N1N=CC(=C1)C=1C=2N(C=C(N1)C=1C=NN(C1)C[C@@H](CO)O)N=CC2 (S)-3-(4-(4-(1-(pentan-3-yl)-1H-pyrazol-4-yl)pyrazolo[1,5-a]pyrazin-6-yl)-1H-pyrazol-1-yl)propane-1,2-diol